C(C)N(C1=CC=C2C=C(C(OC2=C1)=O)C1=NC2=C(N1C)C=CC=C2)CC 7-diethylamino-3-(1-methylbenzimidazolyl)coumarin